(S)-4-(3-(4-aminophenyl)-2-((tert-Butoxycarbonyl)amino)propanamido)benzoic acid tert-butyl ester C(C)(C)(C)OC(C1=CC=C(C=C1)NC([C@H](CC1=CC=C(C=C1)N)NC(=O)OC(C)(C)C)=O)=O